OCCCNC1=CC=CC=2C(C3=CC=CC(=C3C(C12)=O)NCCCO)=O 1,8-bis-(3-hydroxy-propylamino)-anthraquinon